1-[(2R,3R,4S,5R)-4-benzyloxy-5-(benzyloxymethyl)-5-methyl-3-phenoxycarbothioyloxy-tetrahydrofuran-2-yl]-2,4-dioxo-pyrimidine-5-carbonitrile C(C1=CC=CC=C1)O[C@H]1[C@H]([C@@H](O[C@]1(C)COCC1=CC=CC=C1)N1C(NC(C(=C1)C#N)=O)=O)OC(=S)OC1=CC=CC=C1